NC1=C(C=C(C=C1C(F)(F)F)Cl)C=CC(=O)OCC.FC1=C(SC(=C1)[Sn](C)(C)C)\C=C\C=1SC(=CC1F)[Sn](C)(C)C (trans)-1,2-bis(3-fluoro-5-(trimethylstannyl) thiophen-2-yl) ethylene Ethyl 3-(2-amino-5-chloro-3-(trifluoromethyl)phenyl)acrylate